2-(((3,3-dibutyl-5-(4-methoxyphenyl)-7-methylsulfanyl-1,1-dioxo-2,3,4,5-tetrahydrobenzo[b][1,4]thiazepin-8-yl)methyl)amino)acetic acid C(CCC)C1(CN(C2=C(S(C1)(=O)=O)C=C(C(=C2)SC)CNCC(=O)O)C2=CC=C(C=C2)OC)CCCC